3-methyl-6-(5-((1-(1-methyl-1H-pyrazole-4-carbonyl)azetidin-3-yl)amino)pyridin-3-yl)benzo[d]thiazol-2(3H)-one CN1C(SC2=C1C=CC(=C2)C=2C=NC=C(C2)NC2CN(C2)C(=O)C=2C=NN(C2)C)=O